Carnitine Salicylate C(C=1C(O)=CC=CC1)(=O)OC(C[N+](C)(C)C)CC([O-])=O